2-[1-[2-(1-piperidinyl)ethyl]pyrazol-4-yl]-5-propyl-3-(2-trimethylsilylethoxymethyl)imidazo[2,1-b]purin-4-one N1(CCCCC1)CCN1N=CC(=C1)C1=NC=2N3C(N(C(C2N1COCC[Si](C)(C)C)=O)CCC)=NC=C3